2-(4-Fluorobenzenesulfonamido)-N-[2-methyl-5-(thiomorpholine-4-sulfonyl)thiophen-3-yl]acetamide FC1=CC=C(C=C1)S(=O)(=O)NCC(=O)NC1=C(SC(=C1)S(=O)(=O)N1CCSCC1)C